2-bromo-5-tert-butyl-1-methyl-3-(trifluoromethyl)benzene BrC1=C(C=C(C=C1C(F)(F)F)C(C)(C)C)C